NC1=C(C(=O)OC)C(=CC=C1)C methyl 2-amino-6-methylbenzoate